C1(=C(C=CC=C1)NC(CN(S(=O)(=O)C)C1=CC(=CC=C1)C(C)=O)=O)C1=CC=CC=C1 N-([1,1'-Biphenyl]-2-yl)-2-(N-(3-acetylphenyl)-methylsulfonamido)acetamid